CCOCCl 2-ethoxymethyl chloride